Tert-butyl-4-[[1-hydroxy-3-[3-methyl-2-oxo-1-(2-trimethylsilylethoxymethyl)benzimidazol-4-yl] cyclobutyl]methyl]piperazine-1-carboxylate C(C)(C)(C)OC(=O)N1CCN(CC1)CC1(CC(C1)C1=CC=CC=2N(C(N(C21)C)=O)COCC[Si](C)(C)C)O